ClC=1C=C(C=CC1)[Se]C[C@H](O)C1=CC=CC=C1 (R)-2-((3-chlorophenyl)seleno)-1-phenylethan-1-ol